ClC1=CC2=C(CC(N(S2(=O)=O)C2=C(C=C(C(=O)N[C@@H](CO)C3=CC=C(C=C3)S(=O)(=O)CC)C=C2)F)C)C=C1 4-(7-chloro-3-methyl-1,1-dioxo-3,4-dihydro-2H-benzo[e][1,2]thiazin-2-yl)-N-((R)-1-(4-(ethylsulphonyl)phenyl)-2-hydroxyethyl)-3-fluorobenzamide